N-[3-(1H-Indazol-4-yl)-2-methylphenyl]-4,5,6,7-tetrahydro[1,3]thiazolo[5,4-c]pyridin-2-carboxamid N1N=CC2=C(C=CC=C12)C=1C(=C(C=CC1)NC(=O)C=1SC=2CNCCC2N1)C